N-(5-(2,6-Difluoro-4-methoxyphenyl)-2-(4-methoxy-6-(3,3,3-trifluoro-2-hydroxypropoxy)pyridin-2-yl)-1-methyl-3-oxo-2,3-dihydro-1H-pyrazol-4-yl)-4-(difluoromethoxy)benzamide FC1=C(C(=CC(=C1)OC)F)C1=C(C(N(N1C)C1=NC(=CC(=C1)OC)OCC(C(F)(F)F)O)=O)NC(C1=CC=C(C=C1)OC(F)F)=O